NC1=NNC2=CC=CC(=C12)C=1C=C2C=CC=C(C2=CC1)C(=O)NC1=CC(=CC=C1)C 6-(3-amino-1H-indazol-4-yl)-N-(m-methylphenyl)-1-naphthalenecarboxamide